2,4-dichlorobenzenesulfonic acid ClC1=C(C=CC(=C1)Cl)S(=O)(=O)O